2',4'-dichloro-2,3,4,5,6-pentafluoro-5'-methoxy-1,1'-biphenyl ClC1=C(C=C(C(=C1)Cl)OC)C1=C(C(=C(C(=C1F)F)F)F)F